C(N)(=O)C1=CC2=C(N(C=N2)CC2=CC=C(C=C2)B(O)O)C=C1OC 4-((5-carbamoyl-6-methoxy-1,3-benzodiazol-1-yl)methyl)phenylboronic acid